[PH2](OC([N+]1=NC=C(C=C1)C1=NC=CC=N1)O)=O hydroxy-[(4-pyrimidin-2-ylpyridazin-1-ium-1-yl) methyl] phosphinate